ClC=1C=C2C=3C4=C(C=CC3NC2=CC1)C(C1=CC=CC=C14)(C)C 2-chloro-8,8-dimethyl-5,8-dihydroindeno[2,1-c]Carbazole